C(C)(C)C=1N=C(C2=CC=CC=C2C1)C1=C(C(=CC=C1)C)C (isopropyl)(dimethylphenyl)isoquinoline